(R)-3-methyl-8-(6-(1-methylcyclopropyl)pyridin-3-yl)-6-oxo-3,4-dihydro-2H,6H-pyrido[2,1-b][1,3]thiazine-7-carbonitrile C[C@@H]1CN2C(SC1)=CC(=C(C2=O)C#N)C=2C=NC(=CC2)C2(CC2)C